ClC=1C=CC2=C(CC(CC=3N2C(=NN3)[C@@H]3CC[C@H](CC3)OC3=NC=CC=C3)NC(C)=O)C1 N-{8-Chloro-1-[trans-4-(pyridin-2-yloxy)cyclohexyl]-5,6-dihydro-4H-[1,2,4]triazolo[4,3-a][1]benzazepin-5-yl}acetamid